N1=CC=C(C=C1)CN1CCC2(CCN(C2)C(=O)N2CC(C3=NC(=CC=C32)C)(C)C)CC1 (8-(pyridin-4-ylmethyl)-2,8-diazaspiro[4.5]decan-2-yl)(3,3,5-trimethyl-2,3-dihydro-1H-pyrrolo[3,2-b]pyridin-1-yl)methanone